Dimethyl-phenoxymethyl-phosphine CP(COC1=CC=CC=C1)C